1-(4-Hydroxyphenyl)-3-(3-nitro-4-piperidin-1-ylphenyl)prop-2-en-1-one OC1=CC=C(C=C1)C(C=CC1=CC(=C(C=C1)N1CCCCC1)[N+](=O)[O-])=O